C1CC12CN(CC2)CC=2C=C(C1=C(N=C(O1)C1=CC(=CC(=N1)NCCC#N)C1=C(C=C(C=C1)F)C1=NN=CN1C)C2)C(F)(F)F 3-{[6-(5-{5-azaspiro[2.4]heptan-5-ylmethyl}-7-(trifluoromethyl)-1,3-benzoxazol-2-yl)-4-[4-fluoro-2-(4-methyl-1,2,4-triazol-3-yl)phenyl]pyridin-2-yl]amino}propanenitrile